tert-butyl (2S,3S,4S)-4-[(tert-butoxycarbonyl)oxy]-3-hydroxy-2-{[4-(1,3-oxazol-5-yl)phenyl]methyl}pyrrolidine-1-carboxylate C(C)(C)(C)OC(=O)O[C@@H]1[C@H]([C@@H](N(C1)C(=O)OC(C)(C)C)CC1=CC=C(C=C1)C1=CN=CO1)O